C(C)NC(CC1=CC(=CC=C1)C(F)(F)F)C N-ethyl-α-methyl-3-(trifluoromethyl)phenethylamine